C(C)(=O)N1CC(C1)(C(=O)N1C(CC(C1)F)C(=O)NC(C1=CC=C(C=C1)C(C)C)C1=CC=CC=C1)F 1-(1-acetyl-3-fluoroazetidine-3-carbonyl)-4-fluoro-N-{phenyl-[4-(prop-2-yl)phenyl]methyl}pyrrolidine-2-carboxamide